C(CC1=CC=CC=C1)N1C(C=CC(=C1)OC)=O Phenethyl-5-methoxypyridin-2(1H)-one